CN(C1=CC(=C(C(=O)OC)C=C1I)O)C methyl 4-(dimethylamino)-2-hydroxy-5-iodobenzoate